N1=C(C=CC=C1)SC1=C(C#N)C=CN=C1 3-(pyridin-2-ylsulfanyl)isonicotinonitrile